C(CC(=O)O)(=O)O.ClC1=C(C=CC(=C1)C(F)(F)F)C=1OC2=C(C(=CC(=C2C(C1)=O)O)O)[C@@H]1[C@H](N(CC1)C)CO 2-(2-chloro-4-(trifluoromethyl)phenyl)-5,7-dihydroxy-8-((2S,3R)-2-(hydroxymethyl)-1-methylpyrrolidin-3-yl)-4H-chromen-4-one malonate